ethyl 5-amino-7-methyl-pyrazolo[1,5-a]pyridine-3-carboxylate NC1=CC=2N(C(=C1)C)N=CC2C(=O)OCC